C(N)(=O)C1=CC(=CS1)C1=CC(=CC=2C=COC21)COC2=C(C=CC=C2)CC(=O)OCC ethyl 2-(2-((7-(5-carbamoylthiophen-3-yl)benzofuran-5-yl)methoxy)phenyl)acetate